2-(1,1-dimethylethyl)-1-tetradecanol CC(C)(C)C(CO)CCCCCCCCCCCC